(2-fluoroethyl) (3-fluoropropyl) sulfite S(=O)(OCCF)OCCCF